(2,2-dioxo-2lambda6-thia-6-azaspiro[3.3]heptan-6-yl)-[6-[[5-(trifluoromethoxy)-2-pyridyl]methyl]-2-azaspiro[3.3]heptan-2-yl]methanone O=S1(CC2(C1)CN(C2)C(=O)N2CC1(C2)CC(C1)CC1=NC=C(C=C1)OC(F)(F)F)=O